COC=1C=C(C=CC1)/C=C/C(=O)NNC(\C=C\C1=CC(=CC=C1)OC)=O (E)-3-(3-methoxyphenyl)-N'-((E)-3-(3-methoxyphenyl)acryloyl)acrylohydrazide